CC(=O)N[C@@H]1[C@H]([C@@H]([C@H](O[C@H]1O)CO)O[C@H]2[C@@H]([C@H]([C@H]([C@H](O2)CO)OS(=O)(=O)O)OS(=O)(=O)O)O)O The molecule is an amino disaccharide that consists of N-acetyl-beta-D-glucosamine having a 3,4-di-O-sulfo-beta-D-galactosyl residue attached at position 4. It has a role as an epitope. It is an oligosaccharide sulfate and an amino disaccharide.